NC1=C2C(N(C(C2=CC=C1)=O)C1C(N(C(CC1)=O)CCOCC)=O)=O 4-amino-2-(1-(2-ethoxyethyl)-2,6-dioxopiperidin-3-yl)isoindolin-1,3-dione